COC1CCC(CC1)NC1=NC=C(C(=N1)NC(C)(C)CC)C(=O)N 2-((1r,4r)-4-methoxycyclohexylamino)-4-(tert-pentylamino)pyrimidine-5-carboxamide